tert-butyl O3-methyl trans-5-hydroxypiperidine-1,3-dicarboxylate O[C@H]1C[C@@H](CN(C1)C(=O)OC(C)(C)C)C(=O)OC